5-(4-((7-Ethyl-6-oxo-5,6-dihydro-1,5-naphthyridin-3-yl)methyl)piperazin-1-yl)-N-(1-methyl-1H-pyrazol-4-yl)pyridinecarboxamide C(C)C=1C(NC=2C=C(C=NC2C1)CN1CCN(CC1)C=1C=CC(=NC1)C(=O)NC=1C=NN(C1)C)=O